C1=CC=CC=2C3=CC=CC=C3C(C12)COC(=O)N[C@@H](C)CC1=C(C=CC(=C1)I)F (2S)-2-(9H-fluoren-9-ylmethoxycarbonylamino)-3-(2-fluoro-5-iodophenyl)propane